cobalt oxy hydroxide O(O)O.[Co]